C(C)(C)(C)OC(NC1=C(C=C(C=C1)C=O)[N+](=O)[O-])=O (4-FORMYL-2-NITRO-PHENYL)-CARBAMIC ACID TERT-BUTYL ESTER